FC(C1=C(C(=C(C(=O)N)C(=C1[2H])[2H])[2H])[2H])(F)F 4-(trifluoromethyl)benzamide-2,3,5,6-d4